C(C)(C)(C)OC(=O)N1CC=2N(N=CC2C1)C 1-methyl-4,6-dihydropyrrolo[3,4-C]pyrazole-5(1H)-carboxylic acid tert-butyl ester